CNCC=1N=NN(C1)C N-methyl-1-(1-methyl-1H-1,2,3-triazol-4-yl)methylamine